[C@@H]12N(C[C@@H](CC1)C2)CC(=O)NC=2C=C(C(=NC2)C)NC(=O)C=2C=NN1C2C(=NC(=C1)C=1C=NN(C1)C)OC N-(5-(2-((1R,4S)-2-azabicyclo[2.2.1]heptan-2-yl)acetamido)-2-methylpyridin-3-yl)-4-methoxy-6-(1-methyl-1H-pyrazol-4-yl)pyrazolo[1,5-a]pyrazine-3-carboxamide